N[C@@H](CCN1[C@H]([C@H]([C@H]1COC(C1=CC=CC=C1)(C1=CC=CC=C1)C1=CC=CC=C1)C1=CC=C(C=C1)Br)CNS(=O)(=O)C1=C(C=CC=C1)[N+](=O)[O-])CO N-[[(2R,3R,4S)-1-[(3S)-3-amino-4-hydroxy-butyl]-3-(4-bromophenyl)-4-(trityloxymethyl)azetidin-2-yl]methyl]-2-nitro-benzenesulfonamide